3-hydroxy-2-methylene-butanoic acid OC(C(C(=O)O)=C)C